N-(3-triethoxysilylbutyl)urea C(C)O[Si](C(CCNC(=O)N)C)(OCC)OCC